CC1(CCC(CC1)(CC)CC)O methyl-diethyl-cyclohexanol